bromomethyl-6-chloro-1-trityl-1H-pyrazolo[4,3-c]pyridine BrCC1=NN(C2=C1C=NC(=C2)Cl)C(C2=CC=CC=C2)(C2=CC=CC=C2)C2=CC=CC=C2